C(OCCOCCOCCOCCOCCOCCOCCOCCOCCOCCOCCNC(CN1C(C=CC1=O)=O)=O)(OC1=CC=C(C=C1)[N+](=O)[O-])=O 1-(2,5-dioxo-2,5-dihydro-1H-pyrrol-1-yl)-2-oxo-6,9,12,15,18,21,24,27,30,33-decaoxa-3-azapentatriacontan-35-yl (4-nitrophenyl) carbonate